N1CCC(CC1)C1=CC=2N=NC(=CC2N1)C1=C(C=CC=C1)O 2-[6-(piperidin-4-yl)-5H-pyrrolo[3,2-c]pyridazin-3-yl]phenol